F[C@H]1CN(CC[C@H]1NC1=NN2C(C(=N1)OC([2H])([2H])[2H])=C(C=C2)C=2C=CC1=C(N(N=N1)CCF)C2)C2COC2 N-((3S,4R)-3-fluoro-1-(oxetan-3-yl)piperidin-4-yl)-5-(1-(2-fluoroethyl)-1H-benzo[d][1,2,3]triazol-6-yl)-4-(methoxy-d3)pyrrolo[2,1-f][1,2,4]triazin-2-amine